NC1=C(C(=C(C=C1)C=1C=C2C=NC(=NC2=CC1)N[C@@H]1CN(CCC1)C(=O)OC(C)(C)C)F)F tert-butyl (S)-3-((6-(4-amino-2,3-difluorophenyl)quinazolin-2-yl)amino)piperidine-1-carboxylate